NCC1=CC=C(C=C1)NC(C1=CC=C(C=C1)C=1CCNCC1)=O N-(4-aminomethyl-phenyl)-4-(1,2,3,6-tetrahydro-pyridin-4-yl)-benzamide